tert-butylcyclopentadiene titanium dichloride [Cl-].[Cl-].[Ti+2].C(C)(C)(C)C1=CC=CC1